3-(triphenylsilyl)phenylboronic acid C1(=CC=CC=C1)[Si](C=1C=C(C=CC1)B(O)O)(C1=CC=CC=C1)C1=CC=CC=C1